CC1CC2=C(C(N1)C)SC(=C2C=2SC1=C(N2)C=C(C=C1)C1=CC=NC=C1)NC(CCNCCOC)=O N-(5,7-dimethyl-3-(5-(pyridin-4-yl)benzo[d]thiazol-2-yl)-4,5,6,7-tetrahydrothieno[2,3-c]pyridin-2-yl)-3-((2-methoxyethyl)amino)propanamide